C(#N)[C@@]1(N(CCC1)C(=O)C1=NC(=C2N1CCC1=CC(=C(C=C21)C(=O)OC2=CC=CC=C2)OC)C=2SC=CC2)C Phenyl (R)-3-(2-cyano-2-methylpyrrolidine-1-carbonyl)-8-methoxy-1-(thiophen-2-yl)-5,6-dihydroimidazo[5,1-a]isoquinoline-9-carboxylate